(3aR,8aS)-6-methyl-2,2-bis((9Z,12Z)-octadeca-9,12-dien-1-yl)hexahydro-3aH-[1,3]dioxolo[4,5-d]azepine CN1CC[C@H]2[C@@H](CC1)OC(O2)(CCCCCCCC\C=C/C\C=C/CCCCC)CCCCCCCC\C=C/C\C=C/CCCCC